(1R)-1-[(2-methylpropane-2-sulfinyl)amino]-3-oxo-8-azaspiro[4.5]decane-8-carboxylic acid tert-butyl ester C(C)(C)(C)OC(=O)N1CCC2(CC(C[C@H]2NS(=O)C(C)(C)C)=O)CC1